C(CCCCCCCCCCCCCCCCC)(=O)O.C(CCCCCCCCCCCCCCCCC)(=O)O.N(CCO)(CCO)CCO Triethanolamine distearate